2-chloro-6-methyl-N-(1H-pyrazol-4-yl)benzamide ClC1=C(C(=O)NC=2C=NNC2)C(=CC=C1)C